4-(bromomethyl)-3-methoxybenzaldehyde BrCC1=C(C=C(C=O)C=C1)OC